C(C)OC[C@]1(CN(CC1)CC1=CN=C(C=C1C#N)OC)CCC1=CC=C(C=C1)F |o1:4| (R or S)-5-((3-(ethoxymethyl)-3-(4-fluorophenethyl)pyrrolidin-1-yl)methyl)-2-methoxy-isonicotinonitrile